C12CC(CC(CC1)O2)C=2N=C1N(C=C(C(=C1)OC)C(=O)NC1=NC(=CC=C1)C(F)(F)F)C2 2-(8-oxabicyclo[3.2.1]octan-3-yl)-7-methoxy-N-(6-(trifluoromethyl)pyridin-2-yl)imidazo[1,2-a]pyridine-6-carboxamide